FC1=CC=C(C=C1)C1=C(N(C=N1)C(C)C)C=1NC=C(N1)C(=O)NC1=CC=C(C=C1)N1CC[N+](CC1)(C)[O-] 4-(4-(5'-(4-fluorophenyl)-3'-isopropyl-1H,3'H-[2,4'-biimidazole]-4-carboxamido)phenyl)-1-methylpiperazine 1-oxide